C1N(CCC2=CC=CC=C12)C[C@H](CN1C(C2=CC=C(C=C2CC1)NC1CNCCC1)=O)O 2-[(2R)-3-(3,4-dihydro-1H-isoquinolin-2-yl)-2-hydroxy-propyl]-6-(3-piperidinylamino)3,4-dihydroisoquinolin-1-one